(3,4-Epoxycyclohexyl)ethyltrimethyloxysilane C1(CC2C(CC1)O2)CC[Si](OC)(OC)OC